CN1C[C@H]2[C@@H](CC1)CCN2C2=CC(=C(N=N2)C2=C(C=C(C=C2)C(F)(F)F)O)C(F)F 2-[6-[(3aS,7aR)-6-methyl-3,3a,4,5,7,7a-hexahydro-2H-pyrrolo[2,3-c]pyridin-1-yl]-4-(difluoromethyl)pyridazin-3-yl]-5-(trifluoromethyl)phenol